O1C(=CC=C1)C(C1=CC(=C(C(=C1)C)O)C)C1=CC(=C(C(=C1)C)O)C 4,4'-(2-furyl-methylene)bis(2,6-dimethylphenol)